(NE)-N-[5-[2-[4-[2-(dimethyl-amino)ethoxy]phenyl]-5-pyridin-4-yl-1H-imidazol-4-yl]-2,3-dihydroinden-1-ylidene]hydroxylamine CN(CCOC1=CC=C(C=C1)C=1NC(=C(N1)C=1C=C2CC/C(/C2=CC1)=N\O)C1=CC=NC=C1)C